2-Chloro-5-((4-(2-(pyridine-4-yl)imidazo[1,2-a]pyridine-3-yl)-1H-1,2,3-triazol-1-yl)methyl)benzamide ClC1=C(C(=O)N)C=C(C=C1)CN1N=NC(=C1)C1=C(N=C2N1C=CC=C2)C2=CC=NC=C2